C(CCCCCCCCCCCCCCCCC)C(C(=O)N)CCCCCCCCCCCCCCCC stearyl-stearamide